1-[4-(phenylsulfanyl)phenyl]-1,2-octanedione 2-(O-benzoyl oxime) C(C1=CC=CC=C1)(=O)ON=C(C(=O)C1=CC=C(C=C1)SC1=CC=CC=C1)CCCCCC